Cl.CNCC1=CN(C(=C1)C1=C(C(=C(C(=C1[2H])[2H])[2H])[2H])[2H])S(=O)(=O)C=1C=NC=CC1 N-methyl-1-(5-(phenyl-d5)-1-(pyridin-3-ylsulfonyl)-1H-pyrrol-3-yl)methylamine hydrochloride